NC1=CC(=C(C=C1OC)C1=CCN(CC1)C(=O)OC(C)(C)C)C tert-Butyl 4-(4-amino-5-methoxy-2-methylphenyl)-5,6-dihydropyridine-1(2H)-carboxylate